vanadium compound with sec-octyl alcohol C(C)(CCCCCC)O.[V]